[(1R,2S,4R)-4-{[5-({4-[(1S)-7-chloro-3,4-dihydro-1H-isochromen-1-yl]-5-methyl-2-thienyl}carbonyl)pyrimidin-4-yl]amino}-2-hydroxycyclopentyl]methyl sulfamate S(N)(OC[C@@H]1[C@H](C[C@@H](C1)NC1=NC=NC=C1C(=O)C=1SC(=C(C1)[C@H]1OCCC2=CC=C(C=C12)Cl)C)O)(=O)=O